ClC1=NC=C(C(=N1)NC12CC(C1)(C2)C(F)F)C#N 2-chloro-4-(3-(difluoromethyl)bicyclo[1.1.1]pentan-1-ylamino)pyrimidine-5-carbonitrile